2,6-Dichloro-3-{[(2,2-dimethylpropanoyl)amino]methyl}-N-{1-[3-(trifluoromethyl)phenyl]-1H-indazol-4-yl}benzamide ClC1=C(C(=O)NC2=C3C=NN(C3=CC=C2)C2=CC(=CC=C2)C(F)(F)F)C(=CC=C1CNC(C(C)(C)C)=O)Cl